CC=1C=CC=C(C1)C(C(=O)N)=C 5-methylphenyl-acrylamide